2-methoxy-N-(4-methoxy-6-((5-(vinylsulfonyl)-5,6-dihydropyrrolo[3,4-c]pyrazol-1(4H)-yl)methyl)benzo[d]isoxazol-3-yl)benzenesulfonamide COC1=C(C=CC=C1)S(=O)(=O)NC1=NOC2=C1C(=CC(=C2)CN2N=CC1=C2CN(C1)S(=O)(=O)C=C)OC